phenyl-10-methyl-acridinium-9-carboxylate C1(=CC=CC=C1)OC(=O)C=1C2=CC=CC=C2[N+](=C2C=CC=CC12)C